ClC1=CC=C(C=C1)C1=CC=2C(=CN=NC2CC=2CSC=CC2)S1 2-(4-chlorophenyl)-4-(3-thiopyranylmethyl)-thieno[2,3-d]pyridazine